C1(CC1)[C@H](C1=CC(=C2CN(C(C2=C1)=O)C1=CC(=CC=C1)[C@@H](C1COC1)C1=NN=CN1C)C(F)(F)F)NC1(CCC1)C 6-((R)-cyclopropyl((1-methylcyclobutyl)amino)methyl)-2-(3-((R)-(4-methyl-4H-1,2,4-triazol-3-yl)(oxetan-3-yl)methyl)phenyl)-4-(trifluoromethyl)isoindolin-1-one